FC1=CC=CC=2C(=N[C@@H](C(NC21)=O)NC(=O)C=2C(=NN1C2O[C@@H](CC1)C)C=1C=NN(C1)CCOC)C1=CC=CC=C1 (5R)-N-[(3S)-9-fluoro-2-oxo-5-phenyl-1,3-dihydro-1,4-benzodiazepine-3-yl]-2-[1-(2-methoxyethyl)pyrazol-4-yl]-5-methyl-6,7-dihydro-5H-pyrazolo[5,1-b][1,3]Oxazine-3-carboxamide